5-(4-cyano-4-((3-ethyl-2,4-dioxo-1,2,3,4-tetrahydroquinazolin-7-yl)methyl)piperidin-1-yl)-N-methylpicolinamide C(#N)C1(CCN(CC1)C=1C=CC(=NC1)C(=O)NC)CC1=CC=C2C(N(C(NC2=C1)=O)CC)=O